CC1(NC2=NC=C(C=C2CC1)N=NC1=CC=C(C2=CC=CC=C12)N=NC1=CC=CC=C1)C (2,2-Dimethyl-1,3-dihydronaphthyridin-6-yl)-(4-phenylazo-1-naphthyl)diazene